7-methyl-6-nitro-[1,2,4]triazolo[1,5-a]pyridine CC1=CC=2N(C=C1[N+](=O)[O-])N=CN2